5-(4-((3-(2,4-dimethoxybenzyl)-2,4-dioxo-1,2,3,4-tetrahydroquinazolin-7-yl)methyl)piperazin-1-yl)-N-methyl-picolinamide COC1=C(CN2C(NC3=CC(=CC=C3C2=O)CN2CCN(CC2)C=2C=CC(=NC2)C(=O)NC)=O)C=CC(=C1)OC